2-(4-((4-chlorobenzyl)oxy)-2-(methoxymethoxy)phenyl)-4-(trifluoromethyl)-1H-imidazole ClC1=CC=C(COC2=CC(=C(C=C2)C=2NC=C(N2)C(F)(F)F)OCOC)C=C1